C(CCC)C1=NC=2C(=C(N=NC2N(CC2=C(C=C(C=C2)OC)OC)CC2=C(C=C(C=C2)OC)OC)Cl)N1 2-butyl-7-chloro-N,N-bis(2,4-dimethoxybenzyl)-1H-imidazo[4,5-d]pyridazin-4-amine